2-[(6-bromo-3,5-dicyano-4-ethyl-2-pyridyl)sulfanyl]-2-phenyl-acetamide tert-butyl-(6-fluoro-1H-indol-4-yl)(tetrahydro-2H-pyran-4-yl)carbamate C(C)(C)(C)OC(N(C1CCOCC1)C1=C2C=CNC2=CC(=C1)F)=O.BrC1=C(C(=C(C(=N1)SC(C(=O)N)C1=CC=CC=C1)C#N)CC)C#N